methyl 2-(4-(2-aminopyridin-4-yl) phenyl)-2-methylpropionate NC1=NC=CC(=C1)C1=CC=C(C=C1)C(C(=O)OC)(C)C